oxetane acrylate C(C=C)(=O)O.O1CCC1